I1(OCC2=C1C=CC=C2)C#N 1,2-benziodoxole-1(3h)-carbonitrile